Methyl iodocarbonate C(OC)(=O)I